[Cu].[Si].[Al] aluminium-silicon-copper